P(=O)(O[Si](C)(C)C)(OCC#C)F trimethylsilyl (propargyl) fluorophosphate